1-amino-1'-(8-((2-amino-3-chloropyridin-4-yl)thio)-[1,2,4]triazolo[4,3-c]pyrimidin-5-yl)-1,3-dihydrospiro[inden-2,4'-piperidin]-4-ol NC1C=2C=CC=C(C2CC12CCN(CC2)C2=NC=C(C=1N2C=NN1)SC1=C(C(=NC=C1)N)Cl)O